6-(4-(4-isopropylpiperazin-1-yl)phenyl)-1-methyl-2-(tetrahydro-2H-pyran-4-yl)-4-(1-(tetrahydro-2H-pyran-4-yl)piperidin-4-yl)-1H-benzo[d]imidazole C(C)(C)N1CCN(CC1)C1=CC=C(C=C1)C=1C=C(C2=C(N(C(=N2)C2CCOCC2)C)C1)C1CCN(CC1)C1CCOCC1